C1(CCCC1)[C@@H](C(=O)N[C@H](C(=O)OC(C)C)CCC(C=[N+]=[N-])=O)O isopropyl (S)-2-((S)-2-cyclopentyl-2-hydroxyacetamido)-6-diazo-5-oxohexanoate